C1(=CC=CC=C1)[S+](=O)(C1=CC=C(C=C1)C(C)C)C1=CC=CC=C1 diphenyl-(p-isopropylphenyl)sulfoxonium